5-(7-(3-((3-aminoazetidin-1-yl)sulfonyl)phenyl)furo[3,2-b]pyridin-2-yl)-1-methylpyridin-2(1H)-one NC1CN(C1)S(=O)(=O)C=1C=C(C=CC1)C1=C2C(=NC=C1)C=C(O2)C=2C=CC(N(C2)C)=O